ClC1=NC(=CC(=C1)C1CN(CC(O1)C(F)(F)F)C(=O)OC(C)(C)C)B1OC(C(O1)(C)C)(C)C tert-butyl 2-(2-chloro-6-(4,4,5,5-tetramethyl-1,3,2-dioxaborolan-2-yl)pyridin-4-yl)-6-(trifluoro-methyl)morpholine-4-carboxylate